N1=C(C=CC=C1)C1=NOC2=C1C=CC=C2 (pyridin-2-yl)benzo[d]isoxazol